2,3,5-trifluoro-4-hydroxy-N-[(4-{3-[5-(trifluoromethyl)pyrazin-2-yl]-1,2,4-oxadiazol-5-yl}bicyclo[2.2.2]octan-1-yl)methyl]benzamide FC1=C(C(=O)NCC23CCC(CC2)(CC3)C3=NC(=NO3)C3=NC=C(N=C3)C(F)(F)F)C=C(C(=C1F)O)F